N-(4-methoxy-2-nitrophenyl)-N-methylmethanesulfonamide COC1=CC(=C(C=C1)N(S(=O)(=O)C)C)[N+](=O)[O-]